6-cyclobutoxy-4-(4-fluoro-3-(4-(5-(trifluoromethyl)pyrimidin-2-yl)octahydropyrrolo[3,2-b]pyrrole-1-carbonyl)benzyl)phthalazin-1(2H)-one C1(CCC1)OC=1C=C2C(=NNC(C2=CC1)=O)CC1=CC(=C(C=C1)F)C(=O)N1C2C(CC1)N(CC2)C2=NC=C(C=N2)C(F)(F)F